5-bromo-3-(4-methanesulfonylphenyl)-2-(propan-2-yloxy)pyrazine BrC=1N=C(C(=NC1)OC(C)C)C1=CC=C(C=C1)S(=O)(=O)C